2-[1-[2-[[1-[2-(4-Methylpiperazin-1-yl)-2-oxoethyl]pyrazol-4-yl]amino]-[1,2,4]triazolo[1,5-a]pyridin-8-yl]-3-[4-(trifluoromethyl)-1-piperidyl]azetidin-3-yl]acetonitril CN1CCN(CC1)C(CN1N=CC(=C1)NC1=NN2C(C(=CC=C2)N2CC(C2)(N2CCC(CC2)C(F)(F)F)CC#N)=N1)=O